CC(C)C1CCC(=C)C=C1 The molecule is one of a pair of phellandrene cyclic monoterpene double-bond isomers in which one double bond is exocyclic (cf. alpha-phellandrene, where both of them are endoocyclic). It has a role as a plant metabolite.